(3-(cyanomethyl)-2-methylphenyl)-3-iodo-6-methoxy-1H-pyrazolo[4,3-b]pyridine-1-carboxylic acid tert-butyl ester C(C)(C)(C)OC(=O)N1N=C(C2=NC(=C(C=C21)OC)C2=C(C(=CC=C2)CC#N)C)I